NC1=NC=CC=C1S(=O)(=O)NC(=O)C=1C(=NC(=CC1)C1=C(C=CC=C1)C(C)C)N1C(C[C@@H](C1)C)(C)C N-[(2-Amino-3-pyridyl)sulfonyl]-6-(2-isopropylphenyl)-2-[(4S)-2,2,4-trimethylpyrrolidin-1-yl]pyridin-3-carboxamid